CCC1NCCNC1 2-(2-ethyl)piperazine